1-(4-(2-methoxyethoxy)phenyl)piperazine COCCOC1=CC=C(C=C1)N1CCNCC1